7-(difluoromethyl)-1,6-naphthyridin-5-ol FC(C=1N=C(C=2C=CC=NC2C1)O)F